4-(aminomethyl)-6-(3-isopropyl-1H-pyrrolo-[2,3-b]pyridin-5-yl)phthalazin-1(2H)-one NCC1=NNC(C2=CC=C(C=C12)C=1C=C2C(=NC1)NC=C2C(C)C)=O